C(C)(C)(CC)C1CCC(CC1)N(C(C1=CC(C(=O)N)=CC(=C1)NC(=O)C1CCC(CC1)C(C)(C)CC)=O)C1CCC(CC1)C(C)(C)CC N,N-bis(4-t-amyl-cyclohexyl)-5-(4-t-amyl-cyclohexylcarbonylamino)-isophthalamide